6-(((1-Methyl-1H-pyrazolo[3,4-d]pyrimidin-4-yl)amino)methyl)pyridine-3-sulfonamide CN1N=CC=2C1=NC=NC2NCC2=CC=C(C=N2)S(=O)(=O)N